N-(2-(7-chloro-5-methylpyrrolo[2,1-f][1,2,4]triazin-4-yl)-2-azaspiro[3.3]heptan-6-yl)-N-propylsulfamide ClC1=CC(=C2C(=NC=NN21)N2CC1(C2)CC(C1)N(S(=O)(=O)N)CCC)C